ClC=1C=C(C=CC1F)NC1N(C(=NC(=N1)N)N1CCOCC1)C1=CC=C(C=C1)C(C)C N-(3-Chloro-4-fluorophenyl)-N1-(4-isopropylphenyl)-6-morpholin-4-yl-[1,3,5]triazine-2,4-diamine